2-amino-5-(thiophen-2-yl)nicotinate NC1=C(C(=O)[O-])C=C(C=N1)C=1SC=CC1